ethylenebis(palmitamide) C(CCCCCCCCCCCCCCCCC(=O)N)CCCCCCCCCCCCCCCC(=O)N